FC=1C=C(C=NC1F)OC1CC(C1)NC(OC(C)(C)C)=O tert-butyl ((1r,3r)-3-((5,6-difluoropyridin-3-yl)oxy)cyclobutyl)carbamate